5-[4-amino-5-(trifluoromethyl)pyrrolo[2,1-f][1,2,4]triazin-7-yl]-N-[(3R,4S)-4-fluoro-1-[4-(trifluoromethyl)pyridine-3-carbonyl]pyrrolidin-3-yl]-2-methylbenzamide NC1=NC=NN2C1=C(C=C2C=2C=CC(=C(C(=O)N[C@@H]1CN(C[C@@H]1F)C(=O)C=1C=NC=CC1C(F)(F)F)C2)C)C(F)(F)F